C(C)(C)(C)C=1C=C(C=C(C1)C(C)(C)C)C=1C=C(C=C(C1)C(C)(C)C)C1=CC=C(C=C1)N(C1=CC=2C(C3=CC=CC=C3C2C=C1)(C)C)C1=C(C=CC=C1)C1=CC=CC=C1 N-(3'',5',5''-tri-t-butyl-1,1':3',1''-terphenyl-4-yl)-N-(1,1'-biphenyl-2-yl)-9,9-dimethyl-9H-fluoren-2-amine